6-fluoro-3-hydroxypyrazine-2-formamide diethylamine salt C(C)NCC.FC1=CN=C(C(=N1)C(=O)N)O